dioctadecylmethylammonium tetrakis(p-tolyl)borate C1(=CC=C(C=C1)[B-](C1=CC=C(C=C1)C)(C1=CC=C(C=C1)C)C1=CC=C(C=C1)C)C.C(CCCCCCCCCCCCCCCCC)[NH+](C)CCCCCCCCCCCCCCCCCC